(ACETYLAMINO)BENZYLPHOSPHONATE C(C)(=O)NC(C1=CC=CC=C1)P([O-])([O-])=O